CC1=CC=2C(=CC(=NC2N(C1=O)C)C1CCOCC1)N1CCCC=2N=C(N=CC21)C=2C=CC(=NC2)C(=O)OC methyl 5-(5-(6,8-dimethyl-7-oxo-2-(tetrahydro-2H-pyran-4-yl)-7,8-dihydro-1,8-naphthyridin-4-yl)-5,6,7,8-tetrahydropyrido[3,2-d]pyrimidin-2-yl)picolinate